C1(=CC=C(C=C1)COC=1OC(=CN1)C(=O)O)C1=CC=CC=C1 2-([1,1'-biphenyl]-4-ylmethoxy)oxazole-5-carboxylic acid